N1(C=NC=C1)C(OC(C)C(COC1=CC=C(C=C1)OC)(C)C)=S 1-(4-(4-methoxyphenoxy)-3,3-dimethylbutan-2-yl) 1H-imidazole-1-carbothioate